C(O[C@H]1C[C@H](CC1)C1=NNC(=C1)NC1=CC2=C(CNS2(=O)=O)C=C1)(OC1=CC=C(C=C1)[N+](=O)[O-])=O (1R,3S)-3-(5-((1,1-dioxido-2,3-dihydrobenzo[d]isothiazol-6-yl)amino)-1H-pyrazol-3-yl)cyclopentyl (4-nitrophenyl) carbonate